NC1=CC(=C(OC=2C=CN=C3C=C(C=NC23)O)C=C1)F 8-(4-amino-2-fluorophenoxy)-1,5-naphthyridin-3-ol